C(=O)(O)C1CC2=CC(=CC=C2CC1)OC1=CC=CC2=CC=CC(=C12)Cl 2-carboxy-7-((8-chloronaphthalen-1-yl)oxy)-1,2,3,4-tetrahydronaphthalen